(S)-N-(3-(1-((2-ethyl-2H-pyrazolo[3,4-b]pyrazin-6-yl)amino)ethyl)phenyl)-3-methoxy-4-(trifluoromethyl)benzamide C(C)N1N=C2N=C(C=NC2=C1)N[C@@H](C)C=1C=C(C=CC1)NC(C1=CC(=C(C=C1)C(F)(F)F)OC)=O